[F-].[F-].[F-].[F-].[F-].[Cr+5] Chromium pentafluoride